CN1C2=C(OC[C@@H](C1=O)NC(=O)C1=NC=C3N1C=C(C=C3)C(F)(F)F)C=CC=C2 (S)-N-(5-methyl-4-oxo-2,3,4,5-tetrahydrobenzo[b][1,4]oxazepin-3-yl)-6-(trifluoromethyl)imidazo[1,5-a]pyridine-3-carboxamide